ClC=1C(=C(C=C(C1)OCOC)C1=C(C=C2C(=NC(=NC2=C1F)OCC12CCCN2CCC1)OCC(F)(F)F)F)C1CC1 7-(3-chloro-2-cyclopropyl-5-(methoxymethoxy)phenyl)-6,8-difluoro-2-((tetrahydro-1H-pyrrolizin-7a(5H)-yl)methoxy)-4-(2,2,2-trifluoroethoxy)quinazoline